C1(CC1)CNC(O)=O trans-(cyclopropylmethyl)carbamic acid